5-(3-aminoprop-1-yn-1-yl)-N-(3-(4-((9-chloro-7-(2-fluoro-6-methoxyphenyl)-5H-benzo[c]pyrimido[4,5-e]azepin-2-yl)amino)-2-methoxybenzoylamino)propyl)furan-2-carboxamide NCC#CC1=CC=C(O1)C(=O)NCCCNC(C1=C(C=C(C=C1)NC=1N=CC2=C(C3=C(C(=NC2)C2=C(C=CC=C2OC)F)C=C(C=C3)Cl)N1)OC)=O